1,6-diamino-2,4-diethylhexane NCC(CC(CCN)CC)CC